[B].[Ti].[B] boron-titanium boron